F[P-](F)(F)(F)(F)F.C1(=CC=CC=C1)NC(NCCCN1CN(C=C1)CCCC)=S 1-(3-phenylthioureidopropyl)-3-butylimidazole hexafluorophosphate